C(C)(C)C1=CC=C(C=C1)C=1C=CC=2C(C(C3=CC=C(C=C3C2C1)C1=CC=C(C=C1)C(C)C)=O)=O 3,6-bis(4-isopropylphenyl)-phenanthrene-9,10-dione